(R*)-1-(3-fluoro-11H-benzo[2,3][1,4]dioxepino[6,5-b]pyridin-11-yl)-N-methylmethanamine FC=1C=C2C(=NC1)[C@H](OC1=C(O2)C=CC=C1)CNC |o1:7|